IC1=C2CCNCC2=CC(=C1)[N+](=O)[O-] 5-Iodo-7-nitro-1,2,3,4-tetrahydroisoquinoline